1-(6-(2-hydroxyphenyl)pyridazin-4-yl)-4-phenylpiperidine-4-carboxylic acid OC1=C(C=CC=C1)C1=CC(=CN=N1)N1CCC(CC1)(C(=O)O)C1=CC=CC=C1